ClC1=NC=C(N=C1Cl)C(F)(F)F 2,3-bisChloro-5-(trifluoromethyl)pyrazine